Benzyl(2-(chlorosulfonyl)ethyl)carbamate C(C1=CC=CC=C1)OC(NCCS(=O)(=O)Cl)=O